4-cyano-4-(thiobenzoylthio)pentanoic acid C(#N)C(CCC(=O)O)(C)SC(C1=CC=CC=C1)=S